(R)-3-(4-chlorophenyl)-1-(4-((5R,7R)-7-hydroxy-5-methyl-6,7-dihydro-5H-cyclopenta[d]pyrimidin-4-yl)piperazin-1-yl)-2-(2-morpholinoethylamino)propan-1-one ClC1=CC=C(C=C1)C[C@H](C(=O)N1CCN(CC1)C=1C2=C(N=CN1)[C@@H](C[C@H]2C)O)NCCN2CCOCC2